3-(((benzyloxy)carbonyl)amino)-N,N-bis(2-(tert-butoxy)-2-oxoethyl)-N-methylpropan-1-aminium C(C1=CC=CC=C1)OC(=O)NCCC[N+](C)(CC(OC(C)(C)C)=O)CC(=O)OC(C)(C)C